3-[N,N-dimethyl-N-hexadecylammonio]-2-hydroxypropane-1-sulfonate C[N+](CCCCCCCCCCCCCCCC)(C)CC(CS(=O)(=O)[O-])O